3-(2-(4-methoxybenzoyl)-1,2,3,4-tetrahydroisoquinolin-5-yl)-3-(2-naphthyl)benzenepropanoic acid ethyl ester C(C)OC(CCC=1CC(C=CC1)(C1=CC2=CC=CC=C2C=C1)C1=C2CCN(CC2=CC=C1)C(C1=CC=C(C=C1)OC)=O)=O